tert-Butyl ((7-(1-hydroxyethyl)-1,3-dihydroisobenzofuran-1-yl)methyl)carbamate OC(C)C=1C=CC=C2COC(C12)CNC(OC(C)(C)C)=O